C1=NC=CC=2NC=3C=C(C=CC3C21)C=2C=CC(=NC2)OC2CC(C2)OC=2N=CC(=NC2)C#CCOC=2C=C1CN(C(C1=CC2)=O)C2C(NC(CC2)=O)=O 3-(5-((3-(5-((1r,3r)-3-((5-(5H-pyrido[4,3-b]indol-7-yl)pyridin-2-yl)oxy)cyclobutoxy)pyrazin-2-yl)prop-2-yn-1-yl)oxy)-1-oxoisoindolin-2-yl)piperidine-2,6-dione